β-alanyl-histamine N[C@@H](C)C(=O)C(CN)C1=CNC=N1